COCCCC1=CSC=C1 3-(3-methoxypropyl)thiophene